N[C@@H](CCCCN)C(=O)[NH-] L-lysinylamide